ClC=1C=C2C(=C3C1NC(NC31CCCCC1)=O)OC(=N2)CN2C[C@H](CC2)OC 5-chloro-2-{[(3S)-3-methoxypyrrolidin-1-yl]methyl}-7,8-dihydro-6H-spiro[[1,3]oxazolo[5,4-f]quinazoline-9,1'-cyclohexan]-7-one